BrC1=CC2=C(C=N1)N(C(=N2)C2=C(C=CC=C2)F)[C@H]2C[C@H](CCC2)NC(OC(C)(C)C)=O tert-butyl N-[(1S,3R)-3-[6-bromo-2-(2-fluorophenyl)imidazo[4,5-c]pyridin-3-yl]cyclohexyl]carbamate